beta-D-maltose octaacetate CC(=O)OC[C@@H]1[C@H]([C@@H]([C@H]([C@@H](O1)OC(=O)C)OC(=O)C)OC(=O)C)O[C@H]2[C@@H]([C@H]([C@@H]([C@H](O2)COC(=O)C)OC(=O)C)OC(=O)C)OC(=O)C